C1(CCCCC1)C[C@H](C(=O)N1CCC(CC1)(O)CN1C(C=C(C(=C1)C(=O)N1CCCCC1)C1=CC=CC=C1)=O)C (R)-1-((1-(3-Cyclohexyl-2-methylpropanoyl)-4-hydroxypiperidin-4-yl)methyl)-4-phenyl-5-(piperidin-1-carbonyl)pyridin-2(1H)-on